2-[4-[6-(4-benzyloxycarbonyl-5-methyl-2,3-dihydroquinoxalin-1-yl)-2-methylsulfinyl-7-oxo-pyrido[2,3-d]pyrimidin-8-yl]-N-methyl-anilino]-N,N-dimethyl-ethylamine oxide C(C1=CC=CC=C1)OC(=O)N1CCN(C2=CC=CC(=C12)C)C1=CC2=C(N=C(N=C2)S(=O)C)N(C1=O)C1=CC=C(N(C)CC[N+](C)(C)[O-])C=C1